N-((1S,3S)-3-aminocyclohexyl)-4-(7H-pyrrolo[2,3-d]pyrimidin-4-yl)-3,4-dihydro-2H-1,4-thiazine-6-carboxamide hydrochloride Cl.N[C@@H]1C[C@H](CCC1)NC(=O)C1=CN(CCS1)C=1C2=C(N=CN1)NC=C2